OC(CCCCCC=CC=CC=CC=CC(=O)[O-])CCCCC 15-hydroxyicosatetraenoate